[N+]12(CCN(CC1)CC2)N2N=CC=1C=C3C(=C(N=CC3=CC12)C1(CC1)OCC1=CC=CC=C1)C1=CC(=C(C=C1)F)F (4-aza-1-azoniabicyclo[2.2.2]oct-1-yl)-6-(1-benzyloxycyclopropyl)-5-(3,4-difluorophenyl)-1H-pyrazolo[4,3-g]isoquinoline